FC1=CC(=CC2=C1NC([C@H](CO2)NC(=O)C=2N=C1N(N2)[C@@H](CC1)C(F)(F)F)=O)F (5S)-N-[(3S)-6,8-difluoro-4-oxo-3,5-dihydro-2H-1,5-benzoxazepine-3-yl]-5-(trifluoromethyl)-6,7-dihydro-5H-pyrrolo[1,2-b][1,2,4]Triazole-2-carboxamide